N[C@H](C(=O)N(CC=1C=CC=C2C=CC=NC12)[C@H](C(OCC)OCC)C)CC1=CC=C(C=C1)OC(C)(C)C (S)-2-amino-3-(4-t-butoxyphenyl)-N-((S)-1,1-diethoxypropane-2-yl)-N-(quinolin-8-ylmethyl)propionamide